methyl 3-fluoro-3-phenylpropanoate FC(CC(=O)OC)C1=CC=CC=C1